CC=1N=C(C2=C(N1)OC=C2C(=O)N2CC(OCC2)C=2C=NN(C2)C)NC2(CC2)C methyl-5-[2-(1-methyl-1H-pyrazol-4-yl)morpholine-4-carbonyl]-N-(1-methylcyclopropyl)furo[2,3-d]pyrimidin-4-amine